5-bromo-3-methyl-3-(trifluoromethyl)indolin-2-one BrC=1C=C2C(C(NC2=CC1)=O)(C(F)(F)F)C